ClC1=C(C(=C(C=C1)CC(=O)OC(C)(C)C)F)F tert-butyl 2-(4-chloro-2,3-difluorophenyl)acetate